(2,3-difluoro)pyridylazide FC1=NC=CC(=C1F)N=[N+]=[N-]